7-bromo-5-fluoro-2,3-dihydro-1H-indene-4-carboxylic acid BrC1=CC(=C(C=2CCCC12)C(=O)O)F